BrC1=C(C(=O)[O-])C(=CC(=C1O)Br)Br.[Na+] sodium 2,4,6-tribromo-3-hydroxybenzoate